(S)-3-(4-bromo-2-methylphenyl)-3-((2r,3r,4r,5r,6r)-3,4,5-tris(benzyloxy)-6-((benzyloxy)methyl)tetrahydro-2H-pyran-2-yl)propane-1,2-diol BrC1=CC(=C(C=C1)C([C@@H](CO)O)[C@H]1O[C@@H]([C@H]([C@@H]([C@@H]1OCC1=CC=CC=C1)OCC1=CC=CC=C1)OCC1=CC=CC=C1)COCC1=CC=CC=C1)C